[Si](C)(C)(C(C)(C)C)OCCCCCO 5-((tert-butyldimethylsilyl)oxy)pentan-1-ol